C[C@](N)([C@H](O)C)C(=O)O L-α-methylthreonine